C(C)[C@@H]1[C@H](C1)C1(C=C(C(N(C1)CC1=CC(=CC=C1)OCCO)=O)C(=O)NC)C(=O)N 5-((1S,2S)-2-ethylcyclopropyl)-1-(3-(2-hydroxyethoxy)benzyl)-N3-methyl-2-oxo-1,2-dihydropyridine-3,5-dicarboxamide